FC=1C(=C(C=CC1F)B(O)O)OC(C)C 3,4-DIFLUORO-2-ISOPROPOXYPHENYLBORONIC ACID